C(CCCCCCC\C=C/CCCCCC)(=O)OCCCCCCCCCCCCCCCCCCCCCCC tricosanol palmitoleate